(2S,5R)-5-(aminomethyl)-2-[3-(2,6-dichlorophenyl)phenyl]-1,4-thiazepan-3-one NC[C@@H]1NC([C@@H](SCC1)C1=CC(=CC=C1)C1=C(C=CC=C1Cl)Cl)=O